C12(CC3CC(CC(C1)C3)C2)CNCCCCC[N+](C)(C)C 5-(1-Adamantylmethylamino)pentyl-trimethylazanium